2-((4-(6-((4-cyanonaphthalen-1-yl)methoxy)pyridin-2-yl)piperidin-1-yl)methyl)-1-(2-methoxyethyl)-1H-benzo[d]imidazole-6-carboxylic acid C(#N)C1=CC=C(C2=CC=CC=C12)COC1=CC=CC(=N1)C1CCN(CC1)CC1=NC2=C(N1CCOC)C=C(C=C2)C(=O)O